C(#N)C1=CC=C(C2=C1CCO2)COC2=CC=CC(=N2)C2CCN(CC2)CC2=NC1=C(N2C)C=C(C=C1OC)C(=O)O 2-((4-(6-((4-Cyano-2,3-dihydrobenzofuran-7-yl)methoxy)pyridin-2-yl)piperidin-1-yl)methyl)-4-methoxy-1-methyl-1H-benzo[d]imidazole-6-carboxylic acid